Methyl 4-bromo-1H-imidazole-5-carboxylate BrC=1N=CNC1C(=O)OC